(R)-1'-(2-(5-Amino-3-(3-methoxyphenyl)-1H-pyrazol-1-yl)acetyl)-6-chloro-5-fluorospiro[benzo[d][1,3]oxazine-4,3'-pyrrolidin]-2(1H)-one NC1=CC(=NN1CC(=O)N1C[C@@]2(CC1)C1=C(NC(O2)=O)C=CC(=C1F)Cl)C1=CC(=CC=C1)OC